BrC=1C(=CC(=C(C1)C=1N=NC=CN1)C)F 3-(5-bromo-4-fluoro-2-methylphenyl)-1,2,4-triazine